FC1=C(C(=O)NC)C=C(C(=C1)C=1N=NC(=CC1)N(C)[C@H]1[C@H]([C@@H]2CC[C@H](C1)N2)F)O 2-fluoro-4-(6-(((1S,2S,3R,5R)-2-fluoro-8-azabicyclo[3.2.1]octan-3-yl)(methyl)amino)pyridazin-3-yl)-5-hydroxy-N-methylbenzamide